C1(CCCCCC1)CNC(=O)C=1C=CC2=CN(N=C2C1)CC1=C(C=CC=C1)OC N-(cycloheptylmethyl)-2-[(2-methoxyphenyl)methyl]Indazole-6-carboxamide